C(C)(C)(C)OC(=O)N1CCC(CC1)N1N=NC(=C1)C(C=1N=NN(C1)C1CCN(CC1)C(=O)OC(C)(C)C)OS(=O)(=O)C tert-butyl 4-[4-[[1-(1-tert-butoxycarbonyl-4-piperidyl)triazol-4-yl]-methylsulfonyloxy-methyl]triazol-1-yl]piperidine-1-carboxylate